(E)-3-(dimethylamino)-1-(4-methoxynaphthalen-1-yl)-2-(2-fluorophenyl)prop-2-en-1-one CN(/C=C(/C(=O)C1=CC=C(C2=CC=CC=C12)OC)\C1=C(C=CC=C1)F)C